N-(6-((6-Methoxy-1H-indazol-5-yl)amino)pyrimidin-4-yl)isobutyramide COC1=C(C=C2C=NNC2=C1)NC1=CC(=NC=N1)NC(C(C)C)=O